(S)-6-(1-amino-1,3-dihydro-spiro[inden-2,4'-piperidin]-1'-yl)-3-(1-(3-(trifluoromethyl)phenyl)vinyl)-1,5-dihydro-4H-pyrazolo[3,4-d]pyrimidin-4-one N[C@@H]1C2=CC=CC=C2CC12CCN(CC2)C=2NC(C1=C(N2)NN=C1C(=C)C1=CC(=CC=C1)C(F)(F)F)=O